FC1C(CCCC1)P(OCCC)([O-])=O ethylmethyl (2-fluorocyclohexyl)phosphonate